N-(((1R,5S,6s)-3-oxabicyclo[3.1.0]hexan-6-yl)(cyano)methyl)-2-methylpropane-2-sulfinamide [C@@H]12COC[C@H]2C1C(NS(=O)C(C)(C)C)C#N